C(C(=C)C)(=O)OC1=C(C=CC=C1C(C)(C)C)C(C)(C)C 2,6-di-tert-butylphenyl methacrylate